C1(CC1)C1=CC(=C(C=N1)C1=NC=CC(=C1CN=C=S)NC(OC(C)(C)C)=O)OC tert-butyl [6'-cyclopropyl-3-(isothiocyanatomethyl)-4'-methoxy[2,3'-bipyridin]-4-yl]carbamate